(1S,5R)-3-(t-butoxycarbonyl)-3-azabicyclo[3.1.0]hexane-2-carboxylic acid C(C)(C)(C)OC(=O)N1C([C@H]2C[C@H]2C1)C(=O)O